benzyl (S)-12-isopropyl-2,2,11-trimethyl-4-oxo-3,8-dioxa-5,11-diazatridecan-13-oate C(C)(C)[C@H](N(CCOCCNC(OC(C)(C)C)=O)C)C(=O)OCC1=CC=CC=C1